C(C1=CC=CC=C1)OC[C@H]1OCC[C@H]1O |r| (2R,3R)- and (2S,3S)-2-((Benzyloxy)methyl)tetrahydrofuran-3-ol